5-fluoro-benzo[c]selenophen FC1=CC=2C(=C[Se]C2)C=C1